ClC1=CC=C(N=N1)N1C=NC(=C1)C#N 1-(6-Chloropyridazin-3-yl)-1H-imidazole-4-carbonitrile